C(C)N1N=CC(=C1NC1=NC(=NC=C1C(=O)N)NC1=C(C=C2CCN(CC2=C1)C)OC)C 4-((1-ethyl-4-methyl-1H-pyrazol-5-yl)amino)-2-((6-methoxy-2-methyl-1,2,3,4-tetrahydroisoquinolin-7-yl)amino)pyrimidine-5-carboxamide